C(CC(O)(C(=O)O)CC(=O)O)(=O)O.O1C(=CC=C1)N Oxolamine (citrate)